C(C)OC(=O)C1C2CCC(C(N1)=O)N2.N2CC(C2)NC(=O)C2=NC(=NC=C2)N2CCC(CC2)C(=O)N2OCC[C@H]2C=2C=NC=C(C2)C#N N-(azetidin-3-yl)-2-[4-[(3S)-3-(5-cyano-3-pyridinyl)isoxazolidine-2-carbonyl]-1-piperidinyl]pyrimidine-4-carboxamide Ethyl-4-oxo-3,8-diazabicyclo[3.2.1]octane-2-carboxylate